C(C)(=O)N[C@@H](CS)C(=S)O L-N-acetyl-thiocysteine